1-(4-fluorophenyl)pyrazolidin-3-one FC1=CC=C(C=C1)N1NC(CC1)=O